Methyl 4-(benzyloxy)-7,8-dichloro-1-(3-(ethoxycarbonyl)thioureido)isoquinoline-3-carboxylate C(C1=CC=CC=C1)OC1=C(N=C(C2=C(C(=CC=C12)Cl)Cl)NC(=S)NC(=O)OCC)C(=O)OC